2-ethoxy-5-(pyrazolo[1,5-a]pyrimidin-5-yl)-7H-pyrrolo[2,3-d]pyrimidine C(C)OC=1N=CC2=C(N1)NC=C2C2=NC=1N(C=C2)N=CC1